4-(4-(3,8-diazabicyclo[3.2.1]octan-3-yl)-8-fluoro-2-(((2R,7aS)-2-fluorotetrahydro-1H-pyrrolizin-7a(5H)-yl)methoxy)-6-(trifluoromethyl)quinazolin-7-yl)-7-fluorobenzo[d]thiazol-2-amine C12CN(CC(CC1)N2)C2=NC(=NC1=C(C(=C(C=C21)C(F)(F)F)C2=CC=C(C1=C2N=C(S1)N)F)F)OC[C@]12CCCN2C[C@@H](C1)F